(R)-N-(4-((3-methyl-5-(1,3,5-trimethyl-1H-pyrazolo[4,3-d]pyrimidin-7-yl)-4,5,6,7-tetrahydro-1H-pyrazolo[4,3-c]pyridin-1-yl)methyl)bicyclo[2.2.2]oct-1-yl)morpholine-2-carboxamide CC1=NN(C2=C1CN(CC2)C=2C1=C(N=C(N2)C)C(=NN1C)C)CC12CCC(CC1)(CC2)NC(=O)[C@H]2CNCCO2